O[C@H]1CC[C@@]2([C@H]3CC[C@]4([C@H]([C@@H]3CC[C@H]2C1)CC[C@@H]4[C@@H](CCC(=O)N4CCN(CC4)C(=O)OC(C)C)C)C)C Propan-2-yl 4-[(4R)-4-[(1R,3aS,3bR,5aS,7S,9aS,9bS,11aR)-7-hydroxy-9a,11a-dimethyl-hexadecahydro-1H-cyclopenta[a]phenanthren-1-yl]pentanoyl]piperazine-1-carboxylate